ClC1=C(C=CC(=C1)C(=O)O)C1=C(C=CC=C1)OCCC(C)C 2-chloro-2'-(isopentyloxy)-[1,1'-biphenyl]-4-carboxylic acid